1-bromo-4-(1-chloroethyl)benzene BrC1=CC=C(C=C1)C(C)Cl